N2',N2',8'-trimethyl-N7'-[(2S)-tetrahydrofuran-2-ylmethyl]spiro[cyclopropane-1,4'-furo[2,3-g]indazole]-2',7'(5'H)-dicarboxamide CN(C(=O)N1N=C2C3=C(CC4(C2=C1)CC4)OC(=C3C)C(=O)NC[C@H]3OCCC3)C